N-[(1s,4s)-4-{[2-(trifluoromethyl)imidazo[1,2-a]pyridin-5-yl]amino}cyclohexyl]-1,3-benzothiazole-4-carboxamide FC(C=1N=C2N(C(=CC=C2)NC2CCC(CC2)NC(=O)C=2C=CC=C3C2N=CS3)C1)(F)F